ClC=1C=CC(=C(C1)O)C1=C2C(=C(N=N1)NC1COCC1(C)C)C=NC=C2 5-chloro-2-(4-((4,4-dimethyltetrahydrofuran-3-yl)amino)pyrido[3,4-d]pyridazin-1-yl)phenol